(S)-5-(((4-(3-chloro-4-(2-chloro-3-((3-fluoro-4-((((R)-2-hydroxypropyl)amino)methyl)pyridin-2-yl)amino)phenyl)pyridin-2-yl)-2-methoxybenzyl)amino)methyl)pyrrolidin-2-one ClC=1C(=NC=CC1C1=C(C(=CC=C1)NC1=NC=CC(=C1F)CNC[C@@H](C)O)Cl)C1=CC(=C(CNC[C@@H]2CCC(N2)=O)C=C1)OC